(3Z)-1-benzyl-3-[(dimethylamino)methylene]-1H-2,1-benzothiazin-4(3H)-one 2,2-dioxide C(C1=CC=CC=C1)N1S(\C(\C(C2=C1C=CC=C2)=O)=C/N(C)C)(=O)=O